1,6-bismaleimido-(2,2,4-trimethyl)hexane C1(C=CC(N1CC(CC(CCN1C(C=CC1=O)=O)C)(C)C)=O)=O